ClC=1C=C(C(=NC1)OC=1C=CC=2N(N1)C(=C(N2)C(=O)OCC)C)OCC(F)F ethyl 6-((5-chloro-3-(2,2-difluoroethoxy)pyridin-2-yl)oxy)-3-methylimidazo[1,2-b]pyridazine-2-carboxylate